tert-butyl (12aR)-10-chloro-7-cyano-9-(2-fluoro-6-hydroxyphenyl)-3,4,12,12a-tetrahydro-6H-pyrazino[2,1-c][1,4]benzoxazepine-2(1H)-carboxylate ClC1=C(C=C(C=2CN3[C@@H](COC21)CN(CC3)C(=O)OC(C)(C)C)C#N)C3=C(C=CC=C3O)F